(2r,4r)-8-(5-chloro-3-fluoropyridin-2-yl)-2-hydroxy-5-(4-methylbenzyl)-5,8-diazaspiro[3.5]nonane-6,9-dione ClC=1C=C(C(=NC1)N1CC(N(C2(CC(C2)O)C1=O)CC1=CC=C(C=C1)C)=O)F